OC1=C(C=C(C=C1OC)C1=C(C(=NC(=C1)C1=CC=C(C=C1)O)N)C#N)OC 4-(4-hydroxy-3,5-dimethoxyphenyl)-6-p-hydroxyphenyl-2-amino-3-cyanopyridine